17-cyclopropylmethyl-3,14β-dihydroxy-4,5α-epoxy-6α-(isoquinoline-3-carboxamido)morphinan C1(CC1)CN1[C@H]2[C@@]3(CC[C@@H]([C@H]4[C@@]3(C=3C(=C(C=CC3C2)O)O4)CC1)NC(=O)C=1N=CC4=CC=CC=C4C1)O